OC1=C(C(=O)OCCCCCCCCCCCCCCCCCCCCCC)C=CC=C1 Behenyl ortho-hydroxybenzoate